COC1=C(N(N=C1C1=CN=NC=C1)COCC[Si](C)(C)C)C(=O)[O-].[K+].C(C1=CC=CC=C1)(=O)N1CCN(CC1)CC1=CC=C(C(=O)N)C=C1 4-((4-benzoylpiperazine-1-yl)methyl)benzamide potassium 4-methoxy-5-pyridazin-4-yl-2-(2-trimethylsilylethoxymethyl)pyrazole-3-carboxylate